4-(piperidin-4-yl)phenol Hydrobromide Br.N1CCC(CC1)C1=CC=C(C=C1)O